FC=1C=C2CNCC2=CC1F 5,6-difluoroisoindoline